2-[4-cyclopropyl-6-(difluoromethoxy)pyrimidin-5-yl]-4-[[5-fluoro-6-[1-methyl-4-(trifluoromethyl)imidazol-2-yl]-3-pyridyl]methoxy]furo[3,2-d]pyrimidine C1(CC1)C1=NC=NC(=C1C=1N=C(C2=C(N1)C=CO2)OCC=2C=NC(=C(C2)F)C=2N(C=C(N2)C(F)(F)F)C)OC(F)F